ClC=1C(=CC(=C(C1)S(=O)(=O)NC=1SC=CN1)F)NCCCCNC[C@H]1N[C@H](CC1)C1=CC=CC=C1 5-chloro-2-fluoro-4-{[4-({[(2S,5R)-5-phenylpyrrolidin-2-yl]methyl}-amino)butyl]-amino}-N-1,3-thiazol-2-ylbenzenesulfonamide